ClC1=C(C=C(OCC(=O)NC23CC(C2)(C3)NC(COCC3=CC=C(C=C3)Cl)=O)C=C1)F 2-(4-chloro-3-fluorophenoxy)-N-(3-{2-[(4-chlorophenyl)methoxy]acetylamino}-bicyclo[1.1.1]pentan-1-yl)acetamide